9-(1-naphthyl)-10-[4-(beta-naphthyl)-phenyl]anthracene C1(=CC=CC2=CC=CC=C12)C=1C2=CC=CC=C2C(=C2C=CC=CC12)C1=CC=C(C=C1)C1=CC2=CC=CC=C2C=C1